C(C)N(C1=NC(=NC(=N1)N(CC)CC)N)CC N2,N2,N4,N4-tetraethyl-1,3,5-triazine-2,4,6-triamine